1-(4-methoxyphenyl)-3-phenylpropan-2-yne-1-one-O-methyl oxime CON=C(C#CC1=CC=CC=C1)C1=CC=C(C=C1)OC